FC(C1=NN=C(O1)C1=CC(=C(CN2N=NC(=C2)C=2C=CC(=NC2)C=O)C=C1)F)F 5-(1-(4-(5-(difluoromethyl)-1,3,4-oxadiazol-2-yl)-2-fluorobenzyl)-1H-1,2,3-triazol-4-yl)picolinealdehyde